BrC1=CC2=C(C=CO2)C=C1 6-bromo-1-benzofuran